N-(3-(5-methylbenzo[d]oxazol-2-yl)phenyl)-2-(4-(tert-butyl)phenyl)acetamide CC=1C=CC2=C(N=C(O2)C=2C=C(C=CC2)NC(CC2=CC=C(C=C2)C(C)(C)C)=O)C1